ClC1=CC(=C(C=C1)C=1C=2N(N=C(C1)C1CC(OCC1)C(=O)O)C(C(=C(N2)C)C)=O)F 4-[9-(4-chloro-2-fluoro-phenyl)-2,3-dimethyl-4-oxo-pyrimido[1,2-b]pyridazin-7-yl]tetrahydropyran-2-carboxylic acid